Methyl (5-(2,4-dimethoxy-5-((4-oxo-3,4-dihydrophthalazin-1-yl)methyl) phenyl)-1H-benzoimidazol-2-yl)carbamate COC1=C(C=C(C(=C1)OC)CC1=NNC(C2=CC=CC=C12)=O)C1=CC2=C(NC(=N2)NC(OC)=O)C=C1